C(#N)C1=CC(=C(C=C1)C1C(=C(NC2=C(C=NC(=C12)OCC)C)C)C(=O)OCOC(C)=O)OC acetoxymethyl 4-(4-cyano-2-methoxyphenyl)-5-ethoxy-2,8-dimethyl-1,4-dihydro-1,6-naphthyridine-3-carboxylate